NC1=CC=C(C=C1)N1CCC(CC1)CCC1=CC2=C(NC=3N(CC2)N=C(C3C(=O)N)C3=CC=C(C=C3)OC3=CC=CC=C3)C=C1 7-(2-(1-(4-aminophenyl)piperidin-4-yl)ethyl)-2-(4-phenoxyphenyl)-9,10-dihydro-4H-benzo[d]pyrazolo[1,5-a][1,3]diazepine-3-carboxamide